FC1=C(C=CC(=C1)[N+](=O)[O-])N1CCC(CC1)C1=CC(=C2C=C(C(N(C2=C1)C)=O)C)N1CCN(C2=CC=C(C=C12)C#N)C 4-(7-(1-(2-fluoro-4-nitrophenyl)piperidin-4-yl)-1,3-dimethyl-2-oxo-1,2-dihydroquinolin-5-yl)-1-methyl-1,2,3,4-tetrahydroquinoxaline-6-carbonitrile